methyl 2-(1-(2,2-dimethyl-4-oxo-3,8,11-trioxa-5-azatridecan-13-yl)piperidin-4-yl)acetate CC(C)(OC(NCCOCCOCCN1CCC(CC1)CC(=O)OC)=O)C